cholest-5-en-3B,7a-diol CC(C)CCC[C@@H](C)[C@H]1CC[C@H]2[C@@H]3[C@@H](C=C4CC(CC[C@]4(C)[C@H]3CC[C@]12C)O)O